butyliden-bis(6-tert-butyl-m-cresol) C(CCC)(C1=C(C=CC(=C1O)C(C)(C)C)C)C1=C(C=CC(=C1O)C(C)(C)C)C